methyl 1-(5-((3-fluorophenyl) ethynyl)-2,3-dihydro-1H-inden-1-yl)-piperidine-4-carboxylate FC=1C=C(C=CC1)C#CC=1C=C2CCC(C2=CC1)N1CCC(CC1)C(=O)OC